6-bromo-1-(4-fluorobenzyl)-2-oxo-N-(pyridin-2-yl)-1,2-dihydro-1,8-naphthyridine-3-carboxamide BrC=1C=C2C=C(C(N(C2=NC1)CC1=CC=C(C=C1)F)=O)C(=O)NC1=NC=CC=C1